1-Methyl-4-((4-((4-(trifluoromethyl)phenyl)carbamoyl)piperazin-1-yl)sulfonyl)-1H-pyrrole-2-carboxylic acid CN1C(=CC(=C1)S(=O)(=O)N1CCN(CC1)C(NC1=CC=C(C=C1)C(F)(F)F)=O)C(=O)O